O=C1OC2=C(N1)C=CC=C2C=2CCN(CC2)C(=O)OC(C)(C)C tert-Butyl 4-(2-oxo-3H-1,3-benzoxazol-7-yl)-3,6-dihydro-2H-pyridine-1-carboxylate